4-(3-((1-(4-Chloro-3-(2,4-dioxotetrahydropyrimidin-1(2H)-yl)phenyl)piperidin-4-yl)(methyl)amino)propyl)piperidine-1-carboxylate ClC1=C(C=C(C=C1)N1CCC(CC1)N(CCCC1CCN(CC1)C(=O)[O-])C)N1C(NC(CC1)=O)=O